3,5-dimethyl-N-[6-(trifluoromethyl)-1,3-benzothiazol-2-yl]adamantan-1-carboxamide CC12CC3(CC(CC(C1)(C3)C)C2)C(=O)NC=2SC3=C(N2)C=CC(=C3)C(F)(F)F